Cl.OCC1=NC=CC(=C1C)OCCCOC 2-hydroxymethyl-3-methyl-4-(3-methoxypropoxy)pyridine hydrochloride